ClC1=CC=2C3C(CN(C2C(=C1)C1=C2C(=NC=C1)C=C(S2)CO)C2CN(C2)C(=O)OC(C)(C)C)C3 (±)-tert-butyl 3-[6-chloro-4-[2-(hydroxymethyl)thieno[3,2-b]pyridin-7-yl]-1,1a,2,7b-tetrahydrocyclopropa[c]quinolin-3-yl]azetidine-1-carboxylate